3-(2,4'-dichlorobenzhydryloxy)-N-(1-phenylpropyl)azetidine-1-carboxamide ClC1=C(C(C2=CC=C(C=C2)Cl)OC2CN(C2)C(=O)NC(CC)C2=CC=CC=C2)C=CC=C1